1-[(2-isopropylphenyl)carbamothioyl]-3-[[3-[1-[4-(trifluoromethoxy)phenyl]-1H-1,2,4-triazol-3-yl]phenyl]methyl]urea C(C)(C)C1=C(C=CC=C1)NC(=S)NC(=O)NCC1=CC(=CC=C1)C1=NN(C=N1)C1=CC=C(C=C1)OC(F)(F)F